C(C)C=1C=C(SC1)CCC 4-ethyl-propylthiophene